allyl format C(=O)OCC=C